ClC1=C(C=C(C=C1)C#N)C=1C=C2C(=NN(C2=CC1)C(C1=CC=CC=C1)(C1=CC=CC=C1)C1=CC=CC=C1)NC(=O)C1CC(C1)NCC N-[5-(2-chloro-5-cyanophenyl)-1-trityl-1H-indazol-3-yl]-3-(ethylamino)cyclobutanecarboxamide